N1CC(CC1)C=1N=NNC1 4-(pyrrolidin-3-yl)-1H-1,2,3-triazole